6-ethyl-1,6-octadiene C(C)C(CCCC=C)=CC